C(C)OC(=O)C=1C(N(C2=CC=CC(=C2C1O)Br)CC(C)C)=O 5-bromo-4-hydroxy-1-isobutyl-2-oxo-1,2-dihydroquinoline-3-carboxylic acid ethyl ester